BrCC1=CC=C2C=NNC2=C1 6-(bromomethyl)-1H-indazole